((2-(((tert-Butoxycarbonyl)(2-(6-methoxy-3-nitropyridin-2-yl)ethyl)-amino)methyl)-4-fluorophenyl)amino)-2-fluoro-3-(trifluoromethyl)-benzoic acid methyl ester COC(C1=C(C(=C(C=C1)NC1=C(C=C(C=C1)F)CN(CCC1=NC(=CC=C1[N+](=O)[O-])OC)C(=O)OC(C)(C)C)C(F)(F)F)F)=O